trans-tert-butyl (1r,4r)-4-(4-(((trifluoromethyl)sulfonyl)oxy)-3,6-dihydropyridin-1(2H)-yl)cyclohexane-1-carboxylate FC(S(=O)(=O)OC=1CCN(CC1)[C@@H]1CC[C@H](CC1)C(=O)OC(C)(C)C)(F)F